(2-(((2R,3S,4R,5R)-5-(5-chloro-7-(cyclopentylamino)pyrazolo[1,5-a]pyrimidin-3-yl)-3,4-dihydroxytetrahydrofuran-2-yl)methoxy)-1,3-dihydroxypropan-2-yl)phosphonic acid ClC1=NC=2N(C(=C1)NC1CCCC1)N=CC2[C@@H]2[C@@H]([C@@H]([C@H](O2)COC(CO)(CO)P(O)(O)=O)O)O